2-(1-(5-(methoxymethyl)pyrimidin-2-yl)piperidin-4-yl)ethan COCC=1C=NC(=NC1)N1CCC(CC1)CC